BrC1=C(C=CC(=C1)C(C)(C)C)O 2-bromo-4-t-butylphenol